O=C1NC2=CC(=CC=C2C(N1)=O)C(=O)N 2,4-dioxo-1,2,3,4-tetrahydroquinazoline-7-carboxamide